NC1=C(C=C(C(=O)NCC2=CC(=C(C=C2)OC)OC)C=C1)C(C)(C)O 4-amino-N-(3,4-dimethoxybenzyl)-3-(2-hydroxypropan-2-yl)benzamide